7-bromo-N-(3-morpholinylpropyl)-3-(pyridin-3-ylmethyl)-5H-pyrido[4,3-b]indol-1-amine BrC=1C=CC=2C3=C(NC2C1)C=C(N=C3NCCCN3CCOCC3)CC=3C=NC=CC3